tert-butyl (3R,4S)-4-hydroxy-3-isobutyl-7-(trifluoromethyl)-3,4-dihydro-1H-isoquinoline-2-carboxylate O[C@@H]1[C@H](N(CC2=CC(=CC=C12)C(F)(F)F)C(=O)OC(C)(C)C)CC(C)C